1-(3-chloro-5-methyl-1H-pyrazol-1-yl)cyclopropane-1-carboxylic acid ClC1=NN(C(=C1)C)C1(CC1)C(=O)O